4,4',5-trifluoro-2',6'-dimethyl-[1,1'-biphenyl] FC1=CC=C(C=C1F)C1=C(C=C(C=C1C)F)C